3-methyl-5-(2-methyl-4-(8-methyl-6-(trifluoromethyl)-1,5-naphthyridin-2-yl)phenyl)-6,7-dihydropyrazolo[1,5-a]pyrazin-4(5H)-one CC=1C=NN2C1C(N(CC2)C2=C(C=C(C=C2)C2=NC1=C(C=C(N=C1C=C2)C(F)(F)F)C)C)=O